tertbutyl (8aR)-4-(2-bromo-6-chloropyridin-4-yl)-6-oxohexahydropyrrolo[1,2-a]pyrazine-2(1H)-carboxylate BrC1=NC(=CC(=C1)C1CN(C[C@@H]2N1C(CC2)=O)C(=O)OC(C)(C)C)Cl